O=S1(CCN(CC1)C1=C(C=C(C=C1F)N1C(O[C@H](C1)CNC(OC)=O)=O)F)=O methyl ({(5S)-3-[4-(1,1-dioxo-1λ6-thiomorpholin-4-yl)-3,5-difluorophenyl]-2-oxo-1,3-oxazolidin-5-yl}methyl)carbamate